isododecenyl succinate C(CCC(=O)[O-])(=O)OC=CCCCCCCCC(C)C